NC1(C)C(C=CC=C1)N ortho-diaminotoluene